CC1COC(C(CC(CC(CC(CN(C(C1)C)C)C)C)C)C)=O 3,5,6,8,10,12,14-heptamethyl-1-oxa-6-azacyclopentadecan-15-one